ethyl 2-(bromomethyl)-1-((2-(trimethylsilyl) ethoxy) methyl)-1H-thieno[2,3-d]imidazole-5-carboxylate BrCC=1N(C2=C(N1)SC(=C2)C(=O)OCC)COCC[Si](C)(C)C